2-(methylthio)-5,6-dihydropyrido[4,3-d]pyrimidin-7(8H)-one CSC=1N=CC2=C(N1)CC(NC2)=O